COC=1C(=NC(=CC1C1=NN(N=C1)C)C)NC1=C(N=NC(=C1)NC(=O)[C@H]1[C@@H](C1)C)C(=O)NC([2H])([2H])[2H] 4-{[3-methoxy-6-methyl-4-(2-methyl-2H-1,2,3-triazol-4-yl)pyridin-2-yl]amino}-N-(2H3)methyl-6-[(1R,2R)-2-methylcyclopropaneamido]pyridazine-3-carboxamide